N-((1S)-1-(4-chlorophenyl)-2-hydroxyethyl)-1-(((3S)-1-((3-cyano-1-azetidinyl)sulfonyl)-3-piperidinyl)carbonyl)-D-prolinamide ClC1=CC=C(C=C1)[C@@H](CO)NC([C@@H]1N(CCC1)C(=O)[C@@H]1CN(CCC1)S(=O)(=O)N1CC(C1)C#N)=O